C(C1=CC=CC=C1)OC1=C(C(=CC=C1)[N+](=O)[O-])I 1-(benzyloxy)-2-iodo-3-nitrobenzene